C(C)(C)(C)OC(N[C@H]1[C@@H](CC[C@H](C2=NC=CC=C21)Cl)C2=C(C(=CC=C2)F)F)=O ((5S,6S,9R)-9-chloro-6-(2,3-difluorophenyl)-6,7,8,9-tetrahydro-5H-cyclohepta[b]pyridin-5-yl)carbamic acid tert-butyl ester